[Pd].[Pd].O1C(COCC1)C1=CC=CC=C1CCC(C)=O (dioxaneBenzylacetone) dipalladium